1-(6-((2-(1-(cyclopropylsulfonyl)-1H-pyrazol-4-yl)pyrimidin-4-yl)amino)-4-(isopropylamino)nicotinoyl)azetidine-3-carbonitrile C1(CC1)S(=O)(=O)N1N=CC(=C1)C1=NC=CC(=N1)NC1=NC=C(C(=O)N2CC(C2)C#N)C(=C1)NC(C)C